COC(=O)C=1C=C(C=CC1C(F)(F)F)C1CCN(CC1)C(=O)OC(C)(C)C tert-butyl 4-(3-(methoxycarbonyl)-4-(trifluoromethyl)phenyl)piperidine-1-carboxylate